ClC=1C=CC(=C(C1)C1=CC(=CC=2NC=NC21)NC2=NC=C(C=N2)C=2OC(=NN2)C(F)F)F 4-(5-chloro-2-fluorophenyl)-N-(5-(5-(difluoromethyl)-1,3,4-oxadiazol-2-yl)pyrimidin-2-yl)-1H-benzo[d]imidazol-6-amine